FC1(C(CN(CC1)CC1=CC(=C2CNC(C2=C1)=O)C(F)(F)F)C)F 6-((4,4-difluoro-3-methylpiperidin-1-yl)methyl)-4-(trifluoromethyl)isoindolin-1-one